[3-cyclopropyl-4-[(E)-3-[4-[4-[4-hydroxy-3-(hydroxymethyl)butoxy]phenyl]phenyl]prop-2-enoyl]oxy-phenyl] 4-hydroxybenzoate OC1=CC=C(C(=O)OC2=CC(=C(C=C2)OC(\C=C\C2=CC=C(C=C2)C2=CC=C(C=C2)OCCC(CO)CO)=O)C2CC2)C=C1